(S)-2-(2,5-difluoro-4-(6-((2-(methoxycarbonyl)isoindolin-5-yl)methoxy)pyridin-2-yl)benzyl)-1-(4,4-dimethyltetrahydrofuran-3-yl)-1H-benzo[d]imidazole-6-carboxylic acid FC1=C(CC2=NC3=C(N2[C@@H]2COCC2(C)C)C=C(C=C3)C(=O)O)C=C(C(=C1)C1=NC(=CC=C1)OCC=1C=C3CN(CC3=CC1)C(=O)OC)F